3,4-Dicarbonylhexanedicarboxylic acid diethyl ester C(C)OC(=O)C(CC(C(CC)=C=O)=C=O)C(=O)OCC